tert-butyl 4,4-difluoro-3-(3-hydroxypropyl)piperidine-1-carboxylate FC1(C(CN(CC1)C(=O)OC(C)(C)C)CCCO)F